The molecule is a 3-oxo-fatty acyl-CoA(4-) arising from deprotonation of the phosphate and diphosphate functions of (10Z,13Z,16Z,19Z,22Z,25Z)-3-oxooctacosahexaenoyl-CoA. It is a 3-oxo-fatty acyl-CoA(4-) and an ultra-long-chain fatty acyl-CoA(4-). It is a conjugate base of a (10Z,13Z,16Z,19Z,22Z,25Z)-3-oxooctacosahexaenoyl-CoA. CC/C=C\\C/C=C\\C/C=C\\C/C=C\\C/C=C\\C/C=C\\CCCCCCC(=O)CC(=O)SCCNC(=O)CCNC(=O)[C@@H](C(C)(C)COP(=O)([O-])OP(=O)([O-])OC[C@@H]1[C@H]([C@H]([C@@H](O1)N2C=NC3=C(N=CN=C32)N)O)OP(=O)([O-])[O-])O